6-[5-[2-(dibenzylamino)ethyl]-2-oxo-1,3,4-oxadiazol-3-yl]-4-(2-trimethylsilylethoxymethyl)pyrazino[2,3-b][1,4]oxazin-3-one C(C1=CC=CC=C1)N(CCC1=NN(C(O1)=O)C1=NC2=C(OCC(N2COCC[Si](C)(C)C)=O)N=C1)CC1=CC=CC=C1